C(C1=CC=CC=C1)C1=CC(=CC(=N1)C(=O)NC)C(=O)N[C@@H]1C[C@H](C1)OC 6-benzyl-N4-(trans-3-methoxycyclobutyl)-N2-methylpyridine-2,4-dicarboxamide